3-(2-fluoro-5-((6-fluorobenzo[d]thiazol-5-yl)methoxy)-4-methoxyphenyl)-2,4-dioxo-1H-thieno[3,4-d]pyrimidine-5-carboxylic acid FC1=C(C=C(C(=C1)OC)OCC=1C(=CC2=C(N=CS2)C1)F)N1C(NC=2C(C1=O)=C(SC2)C(=O)O)=O